C(C)(C)(C)OC(=O)N1[C@@H](COCC1)C=1C=C(C=C2CCN(CC12)C(=O)N1C[C@H](CC1)F)C=1C=C2C(=NC1)NC=C2C (R)-3-(2-((S)-3-fluoropyrrolidine-1-carbonyl)-6-(3-methyl-1H-pyrrolo[2,3-b]pyridin-5-yl)-1,2,3,4-Tetrahydroisoquinolin-8-yl)morpholine-4-carboxylic acid tert-butyl ester